ClC1=CC2=C(N(C(C(N2)=O)=O)C2C[C@H]3CC[C@@H](C2)N3C(=O)OC(C)(C)C)N=C1 tert-butyl (1r,3s,5s)-3-(7-chloro-2,3-diketo-2,3-dihydropyrido[2,3-b]pyrazin-4(1H)-yl)-8-azabicyclo[3.2.1]octane-8-carboxylate